methyl (1s,4s)-4-(((methylsulfonyl)oxy)methyl)cyclohexane-1-carboxylate CS(=O)(=O)OCC1CCC(CC1)C(=O)OC